C1(CC1)C(=O)/C(/C(=O)OC)=C/N(C)C methyl (Z)-2-(cyclopropanecarbonyl)-3-(dimethylamino)acrylate